C1(CCCC1)CC=1OC(=CN1)C=1C(=NC(=CC1)C)C1=CC=C2C=C(N=NC2=C1)OC 2-(Cyclopentylmethyl)-5-(2-(3-methoxycinnolin-7-yl)-6-methylpyridin-3-yl)oxazol